5-(pyrazolo[1,5-a]pyrimidin-3-yl)-3-(pyridin-4-yl)thieno[3,2-b]pyridine N1=CC(=C2N1C=CC=N2)C2=CC=C1C(=N2)C(=CS1)C1=CC=NC=C1